C(CCC(=O)[O-])(=O)OCCOC(C(=C)C)=O mono(2-methacryloxyethyl) succinate